S(=O)(=O)(C1=CC=C(C)C=C1)ON=C1C2=C(OC1C)C=CC1=CC=CC=C12 2-methylnaphtho[2,1-b]furan-1(2H)-one O-tosyloxime